ethyl 1-{1-[(tert-butoxy)carbonyl]-3-methylazetidin-3-yl}-6-chloro-7-[(2R)-2-{[(3-chloropyridin-2-yl)oxy]methyl}pyrrolidin-1-yl]-4-oxo-1,4-dihydroquinoline-3-carboxylate C(C)(C)(C)OC(=O)N1CC(C1)(C)N1C=C(C(C2=CC(=C(C=C12)N1[C@H](CCC1)COC1=NC=CC=C1Cl)Cl)=O)C(=O)OCC